ClC1=CC=C(C=C1)C(C#C)(C)C=1N=C(SC1)NC(=O)NCC(O)([2H])[2H] [4-[1-(4-chlorophenyl)-1-methyl-prop-2-ynyl]thiazol-2-yl]-3-(2,2-dideutero-2-hydroxy-ethyl)urea